O1CC=C(C=C1)C=O pyran-4-carbaldehyde